FC=1C=C(C=C(C1F)F)C1=C(C=CC=C1)NC(=O)C=1C(=NN(C1)C)C(F)(F)F N-(3',4',5'-trifluorobiphenyl-2-yl)-1-methyl-3-trifluoromethylpyrazol-4-ylcarboxamide